C1(CC1)C1=C(C=C(C(=O)OC)C=C1)S(NC1=C(C=CC(=C1)C(F)(F)F)C1NCCCC1)(=O)=O methyl 4-cyclopropyl-3-(N-(2-(piperidin-2-yl)-5-(trifluoromethyl)phenyl)sulfamoyl)benzoate